CC1(CCC=2C(\C(\C3=CC=CC=C3C2C1)=N/[C@@H](CC1=CC=C(C=C1)O)C(=O)O)=O)C N-[(9Z)-3,3-dimethyl-10-oxo-1,2,3,4,9,10-hexahydrophenanthrene-9-ylidene]-L-tyrosine